N1=C(N)N=C(N)N=C1N.P(O)(=O)(OP(=O)(O)OP(=O)(O)O)OCC(CO)(COCC(CO)(CO)CO)CO dipentaerythritol triphosphate melamine salt